CC1(CC2=CC=3C=CCC3C=C2C1)C 2,2-dimethyl-3,5-dihydro-1H-s-indacene